N-(2-(3,3-dimethyl-2-(4-methoxyphenyl)cyclobut-1-en-1-yl)phenyl)acetamide CC1(C(=C(C1)C1=C(C=CC=C1)NC(C)=O)C1=CC=C(C=C1)OC)C